CC1OCC(C1O)O methyloxolane-3,4-diol